5-(4-(3-(1-Cyanopyrrolidin-2-yl)-1,2,4-oxadiazol-5-yl)pyrimidin-2-yl)picolinonitrile C(#N)N1C(CCC1)C1=NOC(=N1)C1=NC(=NC=C1)C=1C=CC(=NC1)C#N